((5-Benzylpyrimidin-2-yl)ethynyl)-6-(1-methyl-1H-pyrazol-4-yl)pyrazolo[1,5-a]pyridine C(C1=CC=CC=C1)C=1C=NC(=NC1)C#CC1=NN2C(C=CC(=C2)C=2C=NN(C2)C)=C1